4-(3-amino-3-methylbutanoyl)-N-(1-(4-(2-(4-aminopiperidin-1-yl)ethyl)phenyl)-2-oxo-1,2-dihydropyrimidin-4-yl)piperazine-1-carboxamide hydrochloride salt Cl.NC(CC(=O)N1CCN(CC1)C(=O)NC1=NC(N(C=C1)C1=CC=C(C=C1)CCN1CCC(CC1)N)=O)(C)C